C(CC)(=O)OC1=CC=C2C(=CNC2=C1)CCN(C)CC=C 3-(2-(allyl (methyl) amino) ethyl)-1H-indol-6-yl propionate